C(C)(C)N1C=C(C=2C1=NC=C(C2)C(=O)O)C 1-isopropyl-3-methylpyrrolo[2,3-b]pyridine-5-carboxylic acid